nicotinyl methyl carbonate C(OCC1=CN=CC=C1)(OC)=O